N-(cis-4-methoxycyclohexyl)-5-(quinazolin-6-yl)-7H-pyrrolo[2,3-d]pyrimidin-2-amine CO[C@H]1CC[C@H](CC1)NC=1N=CC2=C(N1)NC=C2C=2C=C1C=NC=NC1=CC2